(S)-(6-cyclopropylpyrazolo[1,5-a]pyridin-3-yl)(4-(7-fluoropyrazolo[1,5-a]pyridin-2-yl)-6,7-dihydro-1H-imidazo[4,5-c]pyridin-5(4H)-yl)methanone C1(CC1)C=1C=CC=2N(C1)N=CC2C(=O)N2[C@@H](C1=C(CC2)NC=N1)C1=NN2C(C=CC=C2F)=C1